(E)-5-decenylbromid C(CCC\C=C\CCCC)Br